FC12CC(C1)(C2)N2N=C1N(C2=O)[C@@H](CC1)C1=C(C=CC=C1)F (5S)-2-(3-fluorobicyclo[1.1.1]pentan-1-yl)-5-(2-fluorophenyl)-2,5,6,7-tetrahydro-3H-pyrrolo[2,1-c][1,2,4]triazol-3-one